phenethylamine ammonium iodide [I-].[NH4+].C(CC1=CC=CC=C1)N